C1(=CC=CC2=CC=CC=C12)C1=C(C=CC=C1)O 2-(1-naphthyl)phenol